C(CCCCCCCCCCC)(=O)OC=1C2=CC=CC=C2C(=C2C=CC=CC12)OC(CCCCCCCCCCC)=O 9,10-bis(n-dodecanoyloxy)anthracene